F\C(=C/C1=CC=C(C=C1)C(F)(F)F)\[N+](=O)[O-] (Z)-1-(2-fluoro-2-nitrovinyl)-4-trifluoromethylbenzene